O1NC=CC2=C1C=CC=N2 PYRIDO-OXAZINE